C(C)(C)(C)OC(=O)N1CCN(CC1)C1=C(C(=NC2=C(C=CC=C12)OC1=C(C(=CC=C1OC)Cl)F)Cl)C#N 4-(2-Chloro-8-(3-chloro-2-fluoro-6-methoxyphenoxy)-3-cyanoquinolin-4-yl)piperazine-1-carboxylic acid tert-butyl ester